tert-butoxyethoxystyrene C(C)(C)(C)OCCOC=CC1=CC=CC=C1